Cl.N1(CCNCCC1)S(=O)(=O)N1C[C@H](CC1)CN1CCC2(CN(C2)C2=NC=NC=C2OC2=C(C=C(C=C2)F)C(=O)N(C(C)C)C(C)C)CC1 (R)-2-((4-(7-((1-((1,4-diazepan-1-yl)sulfonyl)pyrrolidine-3-yl)methyl)-2,7-diazaspiro[3.5]nonan-2-yl)pyrimidin-5-yl)oxy)-5-fluoro-N,N-diisopropylbenzeneFormamide hydrochloride